N-(1-benzyl-2-methyl-1H-imidazo[4,5-b]pyridin-6-yl)-3,5-dimethylisoxazol-4-amine C(C1=CC=CC=C1)N1C(=NC2=NC=C(C=C21)NC=2C(=NOC2C)C)C